1-[5-[(E)-2-(aminomethyl)-3-fluoro-allyloxy]pyrimidin-2-yl]piperidine-4-carboxamide hydrochloride Cl.NC/C(/COC=1C=NC(=NC1)N1CCC(CC1)C(=O)N)=C\F